N-(4-cyanophenyl)-p-menthanecarboxamide C(#N)C1=CC=C(C=C1)NC(=O)C1CC(CCC1C(C)C)C